ClC1=C(C=2N=C(N=C(C2C=N1)N1C[C@@H]2C([C@@H]2C1)NC(OC(C)(C)C)=O)OC[C@]12CCCN2C[C@@H](C1)F)F tert-butyl ((1R,5S,6S)-3-(7-chloro-8-fluoro-2-(((2R,7aS)-2-fluorohexahydro-1H-pyrrolizin-7a-yl)methoxy)pyrido[4,3-d]pyrimidin-4-yl)-3-azabicyclo[3.1.0]hexan-6-yl)carbamate